R-(+)-2-(4-benzyloxyphenoxy)propionamide tert-butyl-7-amino-6-methoxy-1,2,3,4-tetrahydroisoquinoline-2-carboxylate C(C)(C)(C)OC(=O)N1CC2=CC(=C(C=C2CC1)OC)N.C(C1=CC=CC=C1)OC1=CC=C(O[C@@H](C(=O)N)C)C=C1